ON1C(CC(CC1(C)C)OC(CCCCCCCCCCCCCCCCC)=O)(C)C 1-Oxyl-2,2,6,6-tetramethylpiperidin-4-yl-stearat